CCCC1C(CCCC=CCC)C(=O)OC1=O Dodec-9-en-4,5-dicarboxylic anhydride